FC=1C=C2C(=NNC2=CC1OCCOC)C1=CC(=NO1)C=1SC=C(N1)C(=O)N1CC(C1)N1CCOCC1 5-Fluoro-6-(2-methoxyethoxy)-3-(3-{4-[3-(morpholin-4-yl)azetidin-1-carbonyl]-1,3-thiazol-2-yl}-1,2-oxazol-5-yl)-1H-indazol